N1(N=CC=C1)CC=1C=C(C#N)C=CC1 3-((1H-pyrazol-1-yl)methyl)benzonitrile